CC1(COCC(N1)=O)C 5,5-Dimethylmorpholin-3-one